(Z)-12-Hexadecenal C(CCCCCCCCCC\C=C/CCC)=O